CC=1C=C(C=C(C1)C)[C@]1(C[C@@H]2[C@H](N(OC2(C)C)C)[C@H](C1)C)C |r| rac-(3aR,5R,7S,7aR)-5-(3,5-dimethylphenyl)-1,3,3,5,7-pentamethyloctahydrobenzo[c]isoxazole